1-(3-(5-amino-1,3,4-oxadiazol-2-yl)prop-2-ynyl)-3-(2,4-bis(trifluoromethyl)phenyl)-7-fluoro-4,5-dihydro-1H-benzo[b]azepin-2(3H)-one NC1=NN=C(O1)C#CCN1C2=C(CCC(C1=O)C1=C(C=C(C=C1)C(F)(F)F)C(F)(F)F)C=C(C=C2)F